N-(3-chloro-5-(methylsulfonyl)phenyl)-5-cyclopropyl-4-(5-fluoropyrimidin-2-yl)thiophene-2-carboxamide ClC=1C=C(C=C(C1)S(=O)(=O)C)NC(=O)C=1SC(=C(C1)C1=NC=C(C=N1)F)C1CC1